ClC1=CC=C(C=C1)CC/C(=C/C(=O)NCC(=O)OC)/C1=CC=CC=C1 methyl (Z)-(5-(4-chlorophenyl)-3-phenylpent-2-enoyl)glycinate